tert-butyl (2S,4R)-2-(dimethylcarbamothioyl)-4-[4-(oxan-2-yloxy)butoxy]pyrrolidine-1-carboxylate CN(C(=S)[C@H]1N(C[C@@H](C1)OCCCCOC1OCCCC1)C(=O)OC(C)(C)C)C